F[C@H]1CN(CC[C@H]1NC1=C2C=C(N(C2=CC=C1)CC(F)(F)F)C#CCNC1=C(C=C(C=C1)C(=O)N1CC2(C1)CCOCC2)OC)C [4-[3-[4-[[(3S,4R)-3-fluoro-1-methyl-4-piperidyl]amino]-1-(2,2,2-trifluoroethyl)indol-2-yl]prop-2-ynylamino]-3-methoxy-phenyl]-(7-oxa-2-azaspiro[3.5]nonan-2-yl)methanone